(S)-3,5'-dichloro-4-((3,5-difluoropyridin-2-yl)methoxy-d2)-2'-(2-(2-hydroxypropan-2-yl)thiazol-4-yl)-6-methyl-2H-[1,4'-bipyridin]-2-one ClC=1C(N(C(=CC1OC([2H])([2H])C1=NC=C(C=C1F)F)C)C1=CC(=NC=C1Cl)C=1N=C(SC1)C(C)(C)O)=O